tert-butyl-4-((4-((3-chloro-2-fluorophenyl)amino)-6-nitroquinazolin-7-yl) ethynyl)-4-methylpiperidine-1-carboxylate C(C)(C)(C)OC(=O)N1CCC(CC1)(C)C#CC1=C(C=C2C(=NC=NC2=C1)NC1=C(C(=CC=C1)Cl)F)[N+](=O)[O-]